8-[1-(oxetan-3-yl)-1H-pyrazolo[3,4-b]pyrazin-6-yl]-2-[4-(trifluoromethyl)pyridin-2-yl]-2,8-diazaspiro[4.5]decan-3-one O1CC(C1)N1N=CC=2C1=NC(=CN2)N2CCC1(CC(N(C1)C1=NC=CC(=C1)C(F)(F)F)=O)CC2